BrC1=C(C2=CC=CC3=CC=C4C=CC=C1C4=C32)O 5-bromopyren-4-ol